(R)-4-(1-(2-((3-cyclopropylbenzyl)oxy)-3-methylbutanoylamino)cyclopropyl)benzoic acid C1(CC1)C=1C=C(CO[C@@H](C(=O)NC2(CC2)C2=CC=C(C(=O)O)C=C2)C(C)C)C=CC1